methyl 4-amino-2-bromo-4-chlorobenzoate NC1(CC(=C(C(=O)OC)C=C1)Br)Cl